(4-chlorobenzyl)-8-(3-(cyclopropyl-(methyl)amino)-3-methylbut-1-yn-1-yl)-1-(3-hydroxypropyl)-3-methyl-3,7-dihydro-1H-purine-2,6-dione ClC1=CC=C(CN2C(=NC=3N(C(N(C(C23)=O)CCCO)=O)C)C#CC(C)(C)N(C)C2CC2)C=C1